CC1=NN=C(N1CC1=CC=C(C#N)C=C1)C=1C=C2C(=NNC2=CC1)C 4-((3-methyl-5-(3-methyl-1H-indazol-5-yl)-4H-1,2,4-triazol-4-yl)methyl)benzonitrile